(3S)-3-[[(2S)-2-[9H-fluoren-9-ylmethoxycarbonyl(methyl)amino]-3-methylbutanoyl]-methylamino]-4-oxo-4-piperidin-1-ylbutanoic acid C1=CC=CC=2C3=CC=CC=C3C(C12)COC(=O)N([C@H](C(=O)N([C@@H](CC(=O)O)C(N1CCCCC1)=O)C)C(C)C)C